B([O-])([O-])Cl.[Li+].[Li+] Lithium chloroborat